6-fluoro-2-oxo-7-(trifluoromethyl)-1,2-dihydroquinoline-3-carboxamide FC=1C=C2C=C(C(NC2=CC1C(F)(F)F)=O)C(=O)N